NC=1N=NC(=CC1N1CC(N(CC1)C1=CC=CC=C1)C(=O)NCCN(C(OC(C)(C)C)=O)C)C1=C(C=CC=C1)O tert-butyl N-[2-[[4-[3-amino-6-(2-hydroxyphenyl)pyridazin-4-yl]-1-phenyl-piperazine-2-carbonyl]amino]ethyl]-N-methyl-carbamate